BrC1=C(N2C3=C(C=C(C=C3C1)F)C(CC2)COC)CO 2-Bromo-9-fluoro-3-(hydroxymethyl)-7-(methoxymethyl)-6,7-dihydro-1H,5H-pyrido[3,2,1-ij]quinoline